Cl.C1N(CCC2=CC=CC=C12)CCCNC(=O)[C@H]1CNCCC1 (R)-N-(3-(3,4-dihydroisoquinolin-2(1H)-yl)propyl)piperidine-3-carboxamide hydrochloride salt